C(#N)CCN(C1=CC=CC=C1)CC1=CC=CC=C1 cyanoethyl-N-benzylaniline